6-bromo-1-(bis(pyridin-2-yl)methyl)-1H-indole-4-carboxylic acid methyl ester COC(=O)C=1C=2C=CN(C2C=C(C1)Br)C(C1=NC=CC=C1)C1=NC=CC=C1